N6-diazo-N2-methyl-L-lysine [N+](=[N-])=NCCCC[C@H](NC)C(=O)O